BrC1=CC=C2C(=C(C(=NC2=C1F)Cl)C#N)N1CC2CCC(C1)N2C(=O)OC(C)(C)C Tert-butyl 3-(7-bromo-2-chloro-3-cyano-8-fluoroquinolin-4-yl)-3,8-diazabicyclo[3.2.1]octane-8-carboxylate